N1(CCN(CC1)C(=O)OC1=CC=C(C=C1)[N+](=O)[O-])C(=O)OC(C)(C)C 1-(tert-butyl) 4-(4-nitrophenyl) piperazine-1,4-dicarboxylate